NCCNCCS(=O)(=O)O 2-(2-amino-ethylamino)ethanesulfonic acid